CC1CCN(CC1)CCCC1=CC=C2C3=C(C(OC2=C1)=O)C=CC=C3 3-(3-(4-methylpiperidin-1-yl)-propyl)-6H-benzo[c]chromen-6-one